ClC1(N=C2N(C=C(N=C2C(N1)=O)C)C1CCCC1)N 2-chloro-8-cyclopentyl-6-methylpterin